BrC=1C(=C(OCCC(C(C)(C2=CC=C(C=C2)F)O[Si](CC)(CC)CC)(F)F)C(=CC1)OC)F ((5-(3-bromo-2-fluoro-6-methoxyphenoxy)-3,3-difluoro-2-(4-fluorophenyl)pentan-2-yl)oxy)triethylsilane